3-[[4-[(2R)-2-[(3-bromo-2-pyridyl)methylamino]-4,4-dimethyl-pentoxy]-6-(2,6-dimethylphenyl)pyrimidin-2-yl]sulfamoyl]benzoic acid BrC=1C(=NC=CC1)CN[C@@H](COC1=NC(=NC(=C1)C1=C(C=CC=C1C)C)NS(=O)(=O)C=1C=C(C(=O)O)C=CC1)CC(C)(C)C